N[C@@H](C)C=1N(C(C2=C(C(=CC=C2C1)F)C#CC=1C=NN(C1[2H])C)=O)C1=CC=CC=C1 (S)-3-(1-aminoethyl)-7-fluoro-8-((1-methyl-1H-pyrazole-4-yl-5-d)ethynyl)-2-phenylisoquinolin-1(2H)-one